methyl 7-chloro-6-fluoro-4-propyl-2,3-dihydro-1,4-benzoxazine-5-carboxylate ClC=1C=C2C(N(CCO2)CCC)=C(C1F)C(=O)OC